ClC=1C=C(C=CC1)C(CO)NC(=O)C1=CN(C=C1)C1=NC(=NC=C1C)NC(COC)CC N-(1-(3-chlorophenyl)-2-hydroxyethyl)-1-(2-((1-methoxybutan-2-yl)amino)-5-methylpyrimidin-4-yl)-1H-pyrrole-3-carboxamide